(3-((5-chloro-6-cyanopyridin-3-yl)oxy)-2,2,4,4-tetramethylcyclobutyl)acetamide ClC=1C=C(C=NC1C#N)OC1C(C(C1(C)C)CC(=O)N)(C)C